2-(2,5-dihydroxy-4-carboxybenzoylamino)isophthalic acid OC1=C(C(=O)NC2=C(C(=O)O)C=CC=C2C(=O)O)C=C(C(=C1)C(=O)O)O